CC(CCC(CC(=O)O)CCC)NCCC1=CC=CC=C1 3-(methyl(phenethyl)aminopropyl)hexanoic acid